FC1=C(C=CC=C1C[C@@H]1N(CC2(CC2)[C@@H]1NS(=O)(=O)C(C)C)C(=O)OC(C)(C)C)C1=CC=CC=C1 tert-butyl (6S,7S)-6-((2-fluoro-[1,1'-biphenyl]-3-yl)methyl)-7-((1-methylethyl)sulfonamido)-5-azaspiro[2.4]heptane-5-carboxylate